N[C@@H](CCCCNC(OC(C)(C)C)=O)C1=CC(=CC=C1)OC1=CC=CC=C1 tert-butyl (S)-(5-amino-5-(3-phenoxyphenyl)pentyl)carbamate